C(C1=CC=CC=C1)OC1=CC(=NC=2C=CN=C(C12)C#N)C=1C(=NC(=C(C1)Cl)[C@@]1(CC(CC1)(F)F)C)C |o1:27| rel-(S)-4-Benzyloxy-2-[5-chloro-6-(3,3-difluoro-1-methyl-cyclopentyl)-2-methyl-3-pyridyl]-1,6-naphthyridine-5-carbonitrile